FC(S(=O)(=O)[O-])(F)F.C(C1=CC=CC=C1)[NH+](C)C N-benzyl-N,N-dimethylammonium trifluoromethanesulfonate salt